3-cyclobutyl-2,3,4,5-tetrahydro-1H-benzofuro[2,3-d]azepine C1(CCC1)N1CCC2=C(CC1)C1=C(O2)C=CC=C1